CC1=C(N=NN1C1=C2C=CNC(C2=CC=C1)=O)C(=O)NC1=CC(=NC=C1)C(F)(F)F 5-methyl-1-(1-oxo-1,2-dihydroisoquinolin-5-yl)-N-(2-(trifluoromethyl)pyridin-4-yl)-1H-1,2,3-triazole-4-carboxamide